C(C)OC1N(C2=CC=CC=C2C=C1)C(=O)OCC 2-Ethoxy-N-ethoxycarbonyl-1,2-dihydroquinoline